C(C1=CC=CC=C1)S[C@@H](CO[Si](C)(C)C(C)(C)C)CC=C (R)-((2-(BENZYLTHIO)PENT-4-EN-1-YL)OXY)(TERT-BUTYL)DIMETHYL-SILANE